NC=1N=NC(=CC1C#CC1(CCC(CC1)=O)OC)C1=C(C=CC=C1)O 4-((3-amino-6-(2-hydroxyphenyl)pyridazin-4-yl)ethynyl)-4-methoxycyclohexane-1-one